Cl.FCCCN1CC(C1)CC1=CC=C(C=C1)C1=C(CCCC2=C1C=CC(=C2)C(=O)O)C2=CC=C(C=C2)C(F)(F)F 9-(4-((1-(3-fluoropropyl)azetidin-3-yl)methyl)phenyl)-8-(4-(trifluoromethyl)phenyl)-6,7-dihydro-5H-benzo[7]annulene-3-carboxylic acid hydrochloride